N-(3-((5-(4-amino-4-methylpiperidin-1-yl)pyrazin-2-yl)thio)-2-chlorophenyl)-4-hydroxy-5-(3-hydroxy-5-methoxyphenyl)-1-methyl-2-carbonyl-1,2-dihydropyridine-3-carboxamide NC1(CCN(CC1)C=1N=CC(=NC1)SC=1C(=C(C=CC1)NC(=O)C=1C(N(C=C(C1O)C1=CC(=CC(=C1)OC)O)C)=C=O)Cl)C